C[C@@H]1CN(C(=CC1)C1=CC2=C(OC3(CC3)C(N2)=O)C=C1)C(=O)OC(C)(C)C tert-butyl (S)-3-methyl-6-(3-oxo-3,4-dihydrospiro[benzo[b][1,4]oxazine-2,1'-cyclopropan]-6-yl)-3,4-dihydropyridine-1(2H)-carboxylate